ethyl 3-[1-(4-bromobutyl)-4-methyl-1H-benzotriazol-5-yl]-3-{3-[(1R)-1-(6-hydroxy-8-methyl-2,2-dioxo-2H-1,2λ6,3-benzoxathiazin-3(4H)-yl)ethyl]-4-methylphenyl}propanoate BrCCCCN1N=NC2=C1C=CC(=C2C)C(CC(=O)OCC)C2=CC(=C(C=C2)C)[C@@H](C)N2S(OC1=C(C2)C=C(C=C1C)O)(=O)=O